CC1([C@H]2CN([C@@H]([C@@H]12)C(=O)OC)C([C@@H](NC(NC)=O)C(C)(C)C)=O)C Methyl (1R,2S,5S)-6,6-dimethyl-3-[3-methyl-N-(methylcarbamoyl)-L-valyl]-3-azabicyclo[3.1.0]hexane-2-carboxylate